O1C2C(=CC=C1)C=CC1=CC=CC=C12 naphtho[1,2-b]pyrane